4-hydroxy-1-methyl-1,8-naphthyridin-2(1H)-one OC1=CC(N(C2=NC=CC=C12)C)=O